C(C)(C)(C)C1=NC=CC(=N1)C1CC2(C1)CCN(CC2)C(=O)OC(C)(C)C tert-butyl 2-(2-(tert-butyl) pyrimidin-4-yl)-7-azaspiro[3.5]nonane-7-carboxylate